methyl-N-(1-methyl-3-(pyridin-2-yl)-1H-pyrazol-4-yl)-[2,3'-bipyridine]-6-carboxamide CC=1C(=NC(=CC1)C(=O)NC=1C(=NN(C1)C)C1=NC=CC=C1)C=1C=NC=CC1